OC(C(=O)[O-])CCCCCCCCCCCCCCCC.[Ba+2].OC(C(=O)[O-])CCCCCCCCCCCCCCCC Barium hydroxystearate